C(C)(C)(C)OC(NC(CN1C=C(C2=C1N=CN=C2Cl)I)CC=C)=O 1-(4-chloro-5-iodo-7H-pyrrolo[2,3-d]pyrimidin-7-yl)pent-4-en-2-ylcarbamic acid tert-butyl ester